O1C(=NC2=C1C=CC=C2)C=2N=C(N(C(C2O)=O)C)N2CC1=CC=C(C=C1C2C2=CC=CC=C2)C(=O)N(C)C 2-(4-(benzo[d]oxazol-2-yl)-5-hydroxy-1-methyl-6-oxo-1,6-dihydropyrimidin-2-yl)-N,N-dimethyl-3-phenylisoindoline-5-carboxamide